7-Chloro-4-(1-(4-fluoro-3-(trifluoromethyl)benzoyl)piperidin-4-yl)-1-methyl-1,4-dihydropyrido[2,3-b]pyrazine-2,3-dione ClC1=CC2=C(N(C(C(N2C)=O)=O)C2CCN(CC2)C(C2=CC(=C(C=C2)F)C(F)(F)F)=O)N=C1